4-(2-aminoacetyl)-3-bromophenyl-carbamic acid methyl ester COC(NC1=CC(=C(C=C1)C(CN)=O)Br)=O